N[C@H]1CCC[C@H](C(NC=2C=NN(C2C=2C=CN=C1C2)C(F)F)=O)C (9R,13S)-13-amino-3-(difluoromethyl)-9-methyl-3,4,7,15-tetraazatricyclo[12.3.1.02,6]Octadecan-1(18),2(6),4,14,16-pentaen-8-one